2-methyl-2-(1-methyl-1H-pyrazol-4-yl)propanal CC(C=O)(C)C=1C=NN(C1)C